F[C@H]1[C@H](C1)C(=O)NC1=CC=C2C(=N1)NC=C2C2=C(C1=C(NC=N1)C=C2)OC (1R,2R)-2-fluoro-N-[3-(4-methoxy-1H-1,3-benzodiazol-5-yl)-1H-pyrrolo[2,3-b]pyridin-6-yl]cyclopropane-1-carboxamide